4-methyl-N-[(1s,4s)-4-{[2,6-bis(trifluoromethyl)pyridin-4-yl]amino}cyclohexyl]piperazine-1-carboxamide CN1CCN(CC1)C(=O)NC1CCC(CC1)NC1=CC(=NC(=C1)C(F)(F)F)C(F)(F)F